3,6-dichloro-N-methoxy-N-methylpyridineamide ClC=1C(=NC(=CC1)Cl)C(=O)N(C)OC